2-methoxy-N-methyl-4-morpholino-N-(5-(thiazol-5-yl)-1,3,4-oxadiazol-2-yl)benzamide COC1=C(C(=O)N(C=2OC(=NN2)C2=CN=CS2)C)C=CC(=C1)N1CCOCC1